tert-butyl 4-(4-((R)-5-(tert-butoxy)-2-cyano-5-oxopentan-2-yl)phenyl)-3-oxopiperidine-1-carboxylate C(C)(C)(C)OC(CC[C@@](C)(C#N)C1=CC=C(C=C1)C1C(CN(CC1)C(=O)OC(C)(C)C)=O)=O